ClC=1C=C2C(=CNC2=CC1)CCNC=1C=2N(N=C(C1)C=1C(NC(NC1)=O)=O)C=CN2 5-(8-((2-(5-chloro-1H-indol-3-yl)ethyl)amino)imidazo[1,2-b]pyridazin-6-yl)pyrimidine-2,4(1H,3H)-dione